(2R,5S)-tert-butyl 5-(4-chlorobenzyl)-2-(3-hydroxypentan-3-yl)morpholine-4-carboxylate ClC1=CC=C(C[C@H]2CO[C@H](CN2C(=O)OC(C)(C)C)C(CC)(CC)O)C=C1